C(#N)C(C1=C(C(=C2C(OC3(C4=CC=C(C=C4OC=4C=C(C=CC34)NC(OC(C)(C)C)=O)NC(OC(C)(C)C)=O)C2=C1F)=O)F)F)(OCOC)C#N di-tert-butyl (6-(dicyano(methoxymethoxy)methyl)-4,5,7-trifluoro-3-oxo-3H-spiro[isobenzofuran-1,9'-xanthene]-3',6'-diyl)dicarbamate